C1=C(NC=N1)C[C@H](C(=O)[O-])N The molecule is the D-enantiomer of histidinate(1-). It has a role as a Saccharomyces cerevisiae metabolite. It is a conjugate base of a D-histidine. It is a conjugate acid of a D-histidinate(2-). It is an enantiomer of a L-histidinate(1-).